C=C(C(=O)[O-])CC1=CC(=C(C(=C1)C(C)(C)C)O)C(C)(C)C methylene-3-(3,5-di-t-butyl-4-hydroxyphenyl)-propionate